CC1=CC(=C2C=CC=NC2=C1)C1(CC1)N 1-(7-methylquinolin-5-yl)cyclopropanamine